4-(2-morpholinoethyl)phenol O1CCN(CC1)CCC1=CC=C(C=C1)O